1-((2'-(N-(4-chloro-5-methylisoxazol-3-yl)sulfamoyl)-2-(methoxymethyl)-[1,1'-biphenyl]-4-yl)methyl)-4-ethyl-N-methyl-2-propyl-1H-imidazole-5-carboxamide ClC=1C(=NOC1C)NS(=O)(=O)C1=C(C=CC=C1)C1=C(C=C(C=C1)CN1C(=NC(=C1C(=O)NC)CC)CCC)COC